2-(3-bromophenyl)-2-((4-methyl-4H-1,2,4-triazol-3-yl)methyl)malonic acid 1-ethyl 3-methyl ester COC(C(C(=O)OCC)(CC1=NN=CN1C)C1=CC(=CC=C1)Br)=O